tert-Butyl [(4-bromo-2-furyl)methyl]carbamate BrC=1C=C(OC1)CNC(OC(C)(C)C)=O